4'-Trideuteromethoxy-3,5-dihydroxy-(E)-stilbene [2H]C(OC1=CC=C(/C=C/C2=CC(=CC(=C2)O)O)C=C1)([2H])[2H]